6-but-3-enyl-4-[1-methyl-7-(morpholine-4-carbonyl)benzoimidazol-5-yl]-1H-pyrrolo[2,3-c]pyridin-7-one C(CC=C)N1C(C2=C(C(=C1)C1=CC3=C(N(C=N3)C)C(=C1)C(=O)N1CCOCC1)C=CN2)=O